O1CCC(CC1)C(=O)OC1=C2N(N=CC1=O)[C@H]([C@@H]1N(C2=O)CCC1)[C@H](C1=CC=CC=C1)C1=C(C(=CC=C1)F)F (9aR,10S)-10-((R)-(2,3-difluorophenyl)(phenyl)methyl)-3,5-dioxo-3,5,8,9,9a,10-hexahydro-7H-pyrrolo[1',2':4,5]pyrazino[1,2-b]pyridazin-4-yl tetrahydro-2H-pyran-4-carboxylate